N-(4-(3-(3,5-dimethylisoxazol-4-yl)-5-methylphenoxy)-3,5-dimethylphenyl)-2-hydroxyacetamide CC1=NOC(=C1C=1C=C(OC2=C(C=C(C=C2C)NC(CO)=O)C)C=C(C1)C)C